C/C(/C(=O)OCC)=C(\CC\C=C(\CC\C=C(\CCC=C(C)C)/C)/C)/C ethyl (2E,6E,10E)-2,3,7,11,15-pentamethylhexadeca-2,6,10,14-tetraenoate